3-methoxy-N-methyl-4-{[3-(4-{[(1R,4R)-4-(dimethylamino)cyclohexyl]amino}-1-(2,2,2-trifluoroethyl)-1H-indol-2-yl)prop-2-yn-1-yl]amino}benzene-1-sulfonamide COC=1C=C(C=CC1NCC#CC=1N(C2=CC=CC(=C2C1)NC1CCC(CC1)N(C)C)CC(F)(F)F)S(=O)(=O)NC